ClC1=CC2=C(C=C3N2C(=NN(C3=O)CC(=O)NC3CC(C3)(C)O)C(C)(C)O)S1 2-(2-chloro-5-(2-hydroxyprop-2-yl)-8-oxothieno[2',3':4,5]pyrrolo[1,2-d][1,2,4]triazin-7(8H)-yl)-N-((1s,3s)-3-hydroxy-3-methylcyclobutyl)acetamide